FC1=C(C=CC(=C1)B1OC(C(O1)(C)C)(C)C)O 2-fluoro-4-(4,4,5,5-tetramethyl-1,3,2-dioxaborolan-2-yl)phenol